ClC1=C(CN2CCN(C3=CC=CC=C23)CCN2CCCCC2)C=CC=C1 1-(4-(2-chlorobenzyl)-3,4-dihydroquinoxalin-1(2H)-yl)-2-(piperidin-1-yl)ethane